ClC1=C(C=C2C(=CN(C2=C1)C)C1=NC=NC(=N1)Cl)OC 6-chloro-3-(4-chloro-1,3,5-triazin-2-yl)-5-methoxy-1-methyl-1H-indole